CN1N=CC(=C1C1=CC=2N(C=C1)N=C(C2)NC(=O)C2CC2)OC[C@H]2N(CC21CCOCC1)C (S)-N-[5-[2-methyl-4-[(2-methyl-7-oxa-2-azaspiro[3.5]nonan-3-yl)methoxy]pyrazol-3-yl]pyrazolo[1,5-a]pyridin-2-yl]cyclopropanecarboxamide